tert-butyl {2-[(2-chloro-6-methylquinazolin-4-yl)amino]ethyl}carbamate ClC1=NC2=CC=C(C=C2C(=N1)NCCNC(OC(C)(C)C)=O)C